5-bromo-2-methyl-3-(trifluoromethyl)-1H-pyrrolo[2,3-b]pyridine BrC=1C=C2C(=NC1)NC(=C2C(F)(F)F)C